1-(4-chloro-2-(2,2,2-trifluoroethoxy)phenyl)-4-(methylthio)pyrrolo[1,2-d][1,2,4]triazine ClC1=CC(=C(C=C1)C=1C=2N(C(=NN1)SC)C=CC2)OCC(F)(F)F